benzyl (3-fluoroazetidin-3-yl)methylcarbamate FC1(CNC1)CNC(OCC1=CC=CC=C1)=O